N1(CCC1)C1=NC=C(C=N1)CN1N=CC(=C1)N 1-((2-(Azetidin-1-yl)pyrimidin-5-yl)methyl)-1H-pyrazol-4-amine